tert-butyl 4-(2-methyl-4-nitrophenyl)-1,4-diazepane-1-carboxylate CC1=C(C=CC(=C1)[N+](=O)[O-])N1CCN(CCC1)C(=O)OC(C)(C)C